(R)-8-methyl-6-(1-(5-(piperazin-1-yl)pentanoyl)-1,2,3,6-tetrahydropyridin-4-yl)-4-((1-(3-(trifluoromethyl)phenyl)ethyl)amino)pyrido[2,3-d]pyrimidin-7(8H)-one CN1C(C(=CC2=C1N=CN=C2N[C@H](C)C2=CC(=CC=C2)C(F)(F)F)C=2CCN(CC2)C(CCCCN2CCNCC2)=O)=O